NC1CC(CC1)NCCCO N-(3-aminocyclopentyl)-3-aminopropanol